ClC=1C(=C(C(=O)N2[C@@H](CN(CC2)C(=O)OC(C)(C)C)CO)C=C(C1I)Cl)F tert-butyl (3S)-4-(3,5-dichloro-2-fluoro-4-iodo-benzoyl)-3-(hydroxymethyl)piperazine-1-carboxylate